N-(4-(4-Amino-1-isopropyl-1H-pyrazolo[3,4-d]pyrimidin-3-yl)phenyl)-2-(5-chloropyridine-2-yl)-6-isopropyl-3-oxo-2,3-dihydropyridazine-4-carboxamide NC1=C2C(=NC=N1)N(N=C2C2=CC=C(C=C2)NC(=O)C=2C(N(N=C(C2)C(C)C)C2=NC=C(C=C2)Cl)=O)C(C)C